tert-butyl 4-((7-(1-methyl-1H-pyrazol-4-yl)-4-oxo-3,4-dihydroquinazolin-5-yl)oxy)piperidine-1-carboxylate CN1N=CC(=C1)C1=CC(=C2C(NC=NC2=C1)=O)OC1CCN(CC1)C(=O)OC(C)(C)C